NC1=NC=CC=2N1C(=NC2C2CN(CC2)CC#CC)C2=NC=C(C(=O)NC1=NC=CC(=C1)C1CC1)C=C2 6-(5-amino-1-(1-(but-2-ynyl)pyrrolidin-3-yl)imidazo[1,5-c]pyrimidin-3-yl)-N-(4-cyclopropylpyridin-2-yl)nicotinamide